N-[(1S)-2-[[1-[cyclopropyl-[1-(2,2,2-trifluoroethyl)tetrazol-5-yl]methyl]-3-fluoro-pyrazol-4-yl]amino]-1-(4,4-difluorocyclohexyl)-2-oxo-ethyl]-2-isopropyl-pyrazole-3-carboxamide C1(CC1)C(N1N=C(C(=C1)NC([C@H](C1CCC(CC1)(F)F)NC(=O)C=1N(N=CC1)C(C)C)=O)F)C1=NN=NN1CC(F)(F)F